3-(5-bromo-7-fluoro-3-hydroxyquinoxalin-2-yl)propanoic acid BrC1=C2N=C(C(=NC2=CC(=C1)F)CCC(=O)O)O